2,4,6-trimethyl-3-sulfobenzoic acid CC1=C(C(=O)O)C(=CC(=C1S(=O)(=O)O)C)C